(4-(benzyloxy)-3,5-difluorophenyl)-2-butyl-2,7-naphthyridin-1(2H)-one C(C1=CC=CC=C1)OC1=C(C=C(C=C1F)C=1N(C(C2=CN=CC=C2C1)=O)CCCC)F